(4Z)-2-(1-Adamantylmethylamino)-4-(1,3-benzothiazol-6-ylmethylene)-1H-imidazol-5-one C12(CC3CC(CC(C1)C3)C2)CNC=2NC(/C(/N2)=C/C2=CC3=C(N=CS3)C=C2)=O